C(C1=CC=CC=C1)[C@H]1N(CC(NC1)=O)C1=NC=C2C(=N1)N(N=C2C2=C(C(=C(C(=C2)C(F)(F)F)F)O)F)C (R)-5-Benzyl-4-(3-(2,4-difluoro-3-hydroxy-5-(trifluoromethyl)phenyl)-1-methyl-1H-pyrazolo[3,4-d]pyrimidin-6-yl)piperazin-2-one